C1(=CC=C(C=C1)C1=NC(=NC(=N1)C1=CC=C(C=C1)Cl)C1=CC=CC=C1)C1=CC=CC=C1 2-([1,1'-biphenyl]-4-yl)-4-(4-chlorophenyl)-6-phenyl-1,3,5-triazine